2-Amino-2-(4,4-difluorocyclohexyl)-N-(4-((1-methyl-6-oxo-1,6-dihydropyridin-2-yl)methyl)pyridin-2-yl)acetamide NC(C(=O)NC1=NC=CC(=C1)CC=1N(C(C=CC1)=O)C)C1CCC(CC1)(F)F